COC=1C=C(C=CC1)/C=C/C(=O)C1=CC=C(OC2=CC=C(OCC[NH+](C(C)C)C(C)C)C=C2)C=C1 2-[4-[4-[(E)-3-(3-methoxyphenyl)prop-2-enoyl]phenoxy]phenoxy]ethyl-di(propan-2-yl)azanium